(S)-6-chloro-N-(3-(1-((4-methyl-4H-1,2,4-triazol-3-yl)thio)ethyl)phenyl)-4-(trifluoromethyl)picolinamide ClC1=CC(=CC(=N1)C(=O)NC1=CC(=CC=C1)[C@H](C)SC1=NN=CN1C)C(F)(F)F